(1S,2R,4S)-2-(tert-butoxymethyl)-2-(hydroxymethyl)-4-methyl-quinuclidin-3-one tert-butyl-N-[5-[[2-[2-(benzothiophen-3-yl)-1-piperidyl]-2-oxo-acetyl]amino]-3-methyl-2-pyridyl]carbamate C(C)(C)(C)OC(NC1=NC=C(C=C1C)NC(C(=O)N1C(CCCC1)C1=CSC2=C1C=CC=C2)=O)=O.C(C)(C)(C)OC[C@]2(N1CCC(C2=O)(CC1)C)CO